ClC=1C(=C(C=CC1)[B])OC (3-chloro-2-methoxyphenyl)boron